3,4,5-tridodecyloxybenzene C(CCCCCCCCCCC)OC=1C=CC=C(C1OCCCCCCCCCCCC)OCCCCCCCCCCCC